3-Ethyl-5-fluoro-2-iodophenol C(C)C=1C(=C(C=C(C1)F)O)I